N-({(2R,3R)-1-[(1S,2S)-2-(2',6'-difluoro[1,1'-biphenyl]-2-yl)-2-fluorocyclopropane-1-carbonyl]-3-fluoroazetidin-2-yl}methyl)ethanesulfonamide FC1=C(C(=CC=C1)F)C1=C(C=CC=C1)[C@]1([C@@H](C1)C(=O)N1[C@@H]([C@@H](C1)F)CNS(=O)(=O)CC)F